COC1=CC=C(C=C1)CN1C(N(CCC1=O)C1=CC=C(C=C1)N1CCC(CC1)CCCCCNC(OC(C)(C)C)=O)=O 1-Tert-butyl N-[5-[1-[4-[3-[(4-methoxyphenyl)methyl]-2,4-dioxo-hexahydropyrimidin-1-yl]phenyl]-4-piperidyl]pentyl]carbamate